2-(4-(3-(2-(trifluoromethyl)-10H-phenothiazin-10-yl)propyl)piperazin-1-yl)acetic acid trihydrochloride Cl.Cl.Cl.FC(C1=CC=2N(C3=CC=CC=C3SC2C=C1)CCCN1CCN(CC1)CC(=O)O)(F)F